6-(2-(4-ethylpiperazin-1-yl)ethyl)thieno[2,3-b]pyridine-2-carboxamide C(C)N1CCN(CC1)CCC1=CC=C2C(=N1)SC(=C2)C(=O)N